OCC(C)(C)NC(=O)C1=C(NC(=C1C)\C=C\1/C(NC2=CN=C(C=C21)C=2C=NC=CC2C)=O)C (Z)-N-(1-Hydroxy-2-methylpropan-2-yl)-2,4-dimethyl-5-((5-(4-methylpyridin-3-yl)-2-oxo-1H-pyrrolo[2,3-c]pyridin-3(2H)-ylidene)methyl)-1H-pyrrole-3-carboxamide